BrC1=C(OC2=C1C=C(C(=C2)OC)OC)C2=CC=C(C=C2)C(C)(C)C 3-bromo-2-(4-(tert-butyl)phenyl)-5,6-dimethoxybenzofuran